N-[1-[3-(dimethylamino)phenyl]ethyl]-2-[1-hydroxy-2-(1-pyrrolidinyl)ethyl]-4-(trifluoromethyl)-5-thiazolecarboxamide CN(C=1C=C(C=CC1)C(C)NC(=O)C1=C(N=C(S1)C(CN1CCCC1)O)C(F)(F)F)C